(R)-2-chloro-N-(1-(3-(difluoromethyl)-2-fluorophenyl)ethyl)-6-(4-ethylpiperazin-1-yl)pyrido[3,4-d]pyrimidin-4-amine ClC=1N=C(C2=C(N1)C=NC(=C2)N2CCN(CC2)CC)N[C@H](C)C2=C(C(=CC=C2)C(F)F)F